FC1(CC(C1)(CO)NC(C(=O)C=1N2CCCC2=C(C1C)C(=O)NC1=CC(=C(C=C1)F)F)=O)F 5-(2-((3,3-difluoro-1-(hydroxymethyl)cyclobutyl)amino)-2-oxoacetyl)-N-(3,4-difluorophenyl)-6-methyl-2,3-dihydro-1H-pyrrolizine-7-carboxamide